NC=1C=C(C(=O)NCCN2C[C@H](CC2)C)C=C(C1)C(F)(F)F (S)-3-amino-N-(2-(3-methylpyrrolidin-1-yl)ethyl)-5-(trifluoromethyl)benzamide